3-(1-oxo-5-(2-oxo-3-(1-phenylethyl)imidazolidin-1-yl)isoindolin-2-yl)piperidine-2,6-dione O=C1N(CC2=CC(=CC=C12)N1C(N(CC1)C(C)C1=CC=CC=C1)=O)C1C(NC(CC1)=O)=O